C1(CC1)C1=C(C=C(C=N1)C1=CC(=C2C(=N1)N=C(N2)NC(=O)C2=CC=C(C=N2)CCC(=O)OCC)N(C)CC2(CCCC2)COC)C(F)(F)F Ethyl 3-[6-({5-[6-cyclopropyl-5-(trifluoromethyl)pyridin-3-yl]-7-(([1-(methoxymethyl)cyclopentyl]methyl)(methyl)amino)-1H-imidazo[4,5-b]pyridin-2-yl}carbamoyl)pyridin-3-yl]propanoate